4-(5-(((tert-butylsulfinyl)imino)(4-fluorophenyl)methyl)pyrimidin-2-yl)piperazine-1-carboxylic acid tert-butyl ester C(C)(C)(C)OC(=O)N1CCN(CC1)C1=NC=C(C=N1)C(C1=CC=C(C=C1)F)=NS(=O)C(C)(C)C